C(C1=CC=CC=C1)OC1=C(C=C2CCC=3N(C2=C1)C=NC3Br)F 8-(benzyloxy)-3-bromo-7-fluoro-4,5-dihydroimidazo[1,5-a]quinoline